COB(O)O.C(CO)O ethylene glycol methoxyboronate